(S)-2-((tert-butoxycarbonyl)amino)-3-(4-((1s,4R)-4-(tert-butoxycarbonyl)cyclohexyl)phenyl)propanoic acid C(C)(C)(C)OC(=O)N[C@H](C(=O)O)CC1=CC=C(C=C1)C1CCC(CC1)C(=O)OC(C)(C)C